BrC1=CC=C(C=N1)C1=CC(=C(C#N)C=C1)F 4-(6-bromopyridin-3-yl)-2-fluorobenzonitrile